Decane-8-ol CCCCCCCC(CC)O